2-(2,6-dioxopiperidin-3-yl)-1-oxo-2,3-dihydro-1H-isoindol O=C1NC(CCC1N1C(C2=CC=CC=C2C1)=O)=O